2-(3-Bromophenyl)-5-cyanonicotinoic acid methyl ester COC(C1=C(N=CC(=C1)C#N)C1=CC(=CC=C1)Br)=O